2-(4-(Adamantan-1-yl(methyl)amino)butyl)-4-phenylpyridazin-3(2H)-on C12(CC3CC(CC(C1)C3)C2)N(CCCCN2N=CC=C(C2=O)C2=CC=CC=C2)C